1-(3-acetamido-4-fluorophenyl)-N-[(1R)-1-[3-amino-5-(trifluoromethyl)phenyl]ethyl]-6-oxopyridine-3-carboxamide C(C)(=O)NC=1C=C(C=CC1F)N1C=C(C=CC1=O)C(=O)N[C@H](C)C1=CC(=CC(=C1)C(F)(F)F)N